1-(TRIFLUOROMETHOXY)NAPHTHALENE-7-BORONIC ACID FC(OC1=CC=CC2=CC=C(C=C12)B(O)O)(F)F